4-Methyl-2-oxo-1,2,5,7-tetrahydro-furo[3,4-b]pyridine-3-carbonitrile CC=1C2=C(NC(C1C#N)=O)COC2